C(C)C=1C=C2C(=C(C(=NC2=C(C1)F)N1C[C@H](CC1)N[C@H]1COCC1)C1=NN(C=C1)C)C (S)-1-(6-ethyl-8-fluoro-4-methyl-3-(1-methyl-1H-pyrazol-3-yl)quinolin-2-yl)-N-((R)-tetrahydrofuran-3-yl)pyrrolidin-3-amine